FC(OC=1C=C2C=C(C=NC2=CC1)N)(F)F 6-(trifluoromethoxy)quinolin-3-amine